C1(=CC=CC=C1)C1NC2=CC=C(C=C2CC1)CC#N 2-(2-phenyl-1,2,3,4-tetrahydroquinoline-6-yl)acetonitrile